styrene-maleic anhydride imide C(=CC1=CC=CC=C1)/C/1=C/C(OC1=O)=N